BrC1(C(NC2=C1C=NC(=C2)Cl)=O)Br 3,3-dibromo-6-chloro-1,3-dihydro-2H-pyrrolo[3,2-C]pyridin-2-one